O1COC2=C1C=CC(=C2)S(=O)(=O)N2C[C@H](OCC2)C2=CSC1=C2C=CC=C1 |r| rac-3-[4-(1,3-benzodioxol-5-ylsulfonyl)morpholin-2-yl]benzothiophene